BrC1=CC=C2C(=N1)NC=C2S(=O)(=O)NC2=NC(=C(C(=N2)OC)OC(F)F)OC 6-bromo-N-[5-(difluoromethoxy)-4,6-dimethoxy-pyrimidin-2-yl]-1H-pyrrolo[2,3-b]pyridine-3-sulfonamide